OC1=CC=CC2=CC=CC=C12 1-hydroxynaphthalene